CS(=O)(=O)NN1C(=NC=C1)C(=O)O 1-(methylsulfonamido)-1H-imidazole-2-carboxylic acid